S1C(=NC2=C1C=CC=C2)C([C@H](C[C@H]2C(NCC2)=O)NC(=O)[C@H]2N(CC[C@H](C2)C(C)(C)C)C([C@@H](NS(=O)(=O)C)C(C)C)=O)=O (2S,4R)-N-{(2S)-1-(1,3-benzothiazol-2-yl)-1-oxo-3-[(3S)-2-oxopyrrolidin-3-yl]propan-2-yl}-4-tert-butyl-1-[N-(methylsulfonyl)-L-valyl]piperidine-2-carboxamide